C1(CC1)C1=C(C(=NO1)C1=C(C=CC=C1)C(F)(F)F)C1=CC2(C1)CCN(CC2)C=2C=C1C(=CC=NC1=CC2)OCC 6-(2-(5-Cyclopropyl-3-(2-(trifluoromethyl)phenyl)isoxazol-4-yl)-7-azaspiro[3.5]non-1-en-7-yl)-4-ethoxychinolin